(S)-N6-propyl-4,5,6,7-tetrahydro-1,3-benzothiazole-2,6-diamine C(CC)N[C@@H]1CC2=C(N=C(S2)N)CC1